4-chloro-5-(cyclopropylmethyl)-2-(2-methyl-2H-indazol-5-yl)-7-(trifluoromethyl)-2H,3H,5H-pyrrolopyridazin-3-one ClC=1C(N(N=C2C1N(C=C2C(F)(F)F)CC2CC2)C2=CC1=CN(N=C1C=C2)C)=O